tert-butyl 3-{3-carbamoyl-2-[4-(2,3-difluorophenoxy)phenyl]-2,4,5,6-tetrahydro-7H-pyrazolo[3,4-b]pyrazin-7-yl}azetidine-1-carboxylate C(N)(=O)C=1N(N=C2N(CCNC21)C2CN(C2)C(=O)OC(C)(C)C)C2=CC=C(C=C2)OC2=C(C(=CC=C2)F)F